1-([4-[2-(4-chlorophenyl)ethyl]-5-oxo-4,5-dihydro-1,3,4-oxadiazol-2-yl]methyl)-6-methyl-7-oxo-1H,6H,7H-pyrazolo[4,3-d]pyrimidine-3-carbonitrile ClC1=CC=C(C=C1)CCN1N=C(OC1=O)CN1N=C(C=2N=CN(C(C21)=O)C)C#N